C(#N)C=1C(=NC=CC1)SC(CC(C#N)C#N)COC1=CC=CC=C1 [2-[(3-cyano-2-pyridinyl)sulfanyl]-3-phenoxy-propyl]malononitrile